O1CC(C1)C(=O)O 3-oxetanylmethanoic acid